O=C1N(C(CC1)=O)OC(CCC(=O)NCCO[C@H]1[C@@H](O)[C@@H](O[C@@H]2[C@@H](O)[C@@H](O)[C@H](O)[C@H](O2)CO)[C@H](O)[C@H](O1)CO[C@@H]1[C@@H](O)[C@@H](O)[C@H](O)[C@H](O1)CO)=O 4-[(2,5-Dioxopyrrolidin-1-yl)oxy]-N-(2-{[α-D-mannopyranosyl-(1→3)-[α-D-mannopyranosyl-(1→6)]-β-D-mannopyranosyl]oxy}ethyl)-4-oxo-butanamide